2-chloro-4-(4-(2,2-difluoroethoxy)phenyl)-6-((pyridin-3-ylmethyl)thio)pyridine-3,5-dicarbonitrile ClC1=NC(=C(C(=C1C#N)C1=CC=C(C=C1)OCC(F)F)C#N)SCC=1C=NC=CC1